Potassium tris(t-butyloxy)tin C(C)(C)(C)O[Sn](OC(C)(C)C)OC(C)(C)C.[K]